ClC=1C=C(C=CC1F)C=C(C(=O)[O-])C#N 3-(3-chloro-4-fluorophenyl)-2-cyanoacrylate